1-Ethyl-2-(6-trifluoromethoxy-benzothiazol-2-ylamino)-1H-benzoimidazole-5-carboxylic acid C(C)N1C(=NC2=C1C=CC(=C2)C(=O)O)NC=2SC1=C(N2)C=CC(=C1)OC(F)(F)F